FC=1C(=NC(=NC1)NC1=NC=C(C=N1)CN1CCN(CC1)C)C1=CC2=C(N=C3N2C(CCC3)C)C(=C1)F 5-Fluoro-4-(6-fluoro-1-methyl-1,2,3,4-tetrahydrobenzo[4,5]imidazo[1,2-a]pyridin-8-yl)-N-(5-((4-methylpiperazin-1-yl)methyl)pyrimidin-2-yl)pyrimidin-2-amin